ClC=1C(=CC(=NC1)N1N=CC(=C1)S(=O)(=O)NC=1C=CC=C2C=NN(C12)C)C(F)(F)F 1-(5-CHLORO-4-(TRIFLUOROMETHYL)PYRIDIN-2-YL)-N-(1-METHYL-1H-INDAZOL-7-YL)-1H-PYRAZOLE-4-SULFONAMIDE